phenylphosphonic dichloride C1(=CC=CC=C1)P(=O)(Cl)Cl